C(C)OC(COC1=C(C=CC=C1)OC1=C(C=C(C(=C1)N1N=C(N(C1=O)C(F)F)C)F)[N+](=O)[O-])=O 2-[2-[5-[4-difluoromethyl-3-methyl-5-oxo-1,2,4-triazol-1-yl]-4-fluoro-2-nitrophenoxy]phenoxy]acetic acid ethyl ester